nitrosobenzene N(=O)C1=CC=CC=C1